C1(CC1)C(=O)NC1=CC(=C(N=N1)C(=O)NC([2H])([2H])[2H])NC1=CC=CC=2C=3C([C@@H](N(C12)C)C)=NN(N3)C (S)-6-(cyclopropanecarboxamido)-N-(methyl-d3)-4-((2,4,5-trimethyl-4,5-dihydro-2H-[1,2,3]triazolo[4,5-c]quinolin-6-yl)amino)pyridazine-3-carboxamide